CN(C(CCC(=O)O)=O)C 4-(dimethylamino)-4-oxo-butyric acid